(2S,3R,4S,6S)-4-(acetyloxy)-6-[(1,3-dioxo-2,3-dihydro-1H-isoindol-2-yl)oxy]-2-methyloxan-3-yl acetate C(C)(=O)O[C@@H]1[C@@H](O[C@H](C[C@@H]1OC(C)=O)ON1C(C2=CC=CC=C2C1=O)=O)C